CC1([C@@]23[C@H](N(S(C2)(=O)=O)C(C(CCCCCCCCCCCCC)C)=O)C[C@H]1CC3)C 1-((3aS,6R,7aR)-8,8-dimethyl-2,2-dioxidotetrahydro-3H-3a,6-methanobenzo-[c]isothiazol-1(4H)-yl)-2-methylpentadecan-1-one